N12CCN(C(CC1)CC2)C=2C=CC1=C(S(C3=C1C=C(C=C3)O[11CH3])(=O)=O)C2 3-(1,4-diazabicyclo[3.2.2]nonan-4-yl)-8-[11C]methoxydibenzo[b,d]thiophene 5,5-dioxide